6-(4-(tert-Butyl)phenyl)-2-azaspiro[3.4]octane C(C)(C)(C)C1=CC=C(C=C1)C1CC2(CNC2)CC1